ClC=1C=C(C(=NC1)OC)[C@@]1(C(NC2=C1C=NC(=C2)C(F)(F)F)=O)C (3R)-3-(5-chloro-2-methoxypyridin-3-yl)-3-methyl-6-(trifluoromethyl)-1H-pyrrolo[3,2-c]pyridin-2(3H)-one